bis(β-cyclopropylpropyl)methane C1(CC1)C(CCCC(C)C1CC1)C